3-Chloro-5-fluoropyridin-2-amine ClC=1C(=NC=C(C1)F)N